ClC1=C(C=C(C=C1)C1=C(C(=C(C(=C1F)F)F)F)F)C(=O)OC(C(=O)OCC=C)(C)C 1-(allyloxy)-2-methyl-1-oxopropan-2-yl 4-chloro-2',3',4',5',6'-pentafluoro-[1,1'-biphenyl]-3-carboxylate